BrC=1C(=NC=C(C1)B1OC(C(O1)(C)C)(C)C)[C@H](C)OC 3-bromo-2-[(1S)-1-methoxyethyl]-5-(4,4,5,5-tetramethyl-1,3,2-dioxaborolan-2-yl)pyridine